C(N)(OC12CCC(CC1)(CC2)C2(OC=1C(=C(C=3CCNC(C3C1C)=O)C)O2)C)=O (4-(2,4,9-trimethyl-5-oxo-5,6,7,8-tetrahydro-[1,3]dioxolo[4,5-g]isoquinolin-2-yl) bicyclo[2.2.2]oct-1-yl) carbamate